CC(CCOC=CC1=CC=CC=C1)CCC=C(C)C (2-((3,7-dimethyloct-6-en-1-yl)oxy)vinyl)benzene